(1S,2R,3S,3aS,8bR)-1,8b-dihydroxy-3a-(4-hydroxyphenyl)-N,6,8-trimethoxy-3-phenyl-2,3-dihydro-1H-cyclopenta[b]benzofuran-2-carboxamide O[C@H]1[C@@H]([C@H]([C@]2(OC3=C([C@]21O)C(=CC(=C3)OC)OC)C3=CC=C(C=C3)O)C3=CC=CC=C3)C(=O)NOC